tert-butyl (1S,4S)-5-[4-(2-fluoro-3-methyl-anilino)pyrido[3,2-d]pyrimidin-6-yl]-2,5-diazabicyclo[2.2.1]heptane-2-carboxylate FC1=C(NC=2C3=C(N=CN2)C=CC(=N3)N3[C@@H]2CN([C@H](C3)C2)C(=O)OC(C)(C)C)C=CC=C1C